tert-butyl (S)-3-((2-chloro-5-fluoro-4-(N-(4-methoxybenzyl)-N-(thiazol-4-yl)sulfamoyl)phenyl)amino)pyrrolidine-1-carboxylate ClC1=C(C=C(C(=C1)S(N(C=1N=CSC1)CC1=CC=C(C=C1)OC)(=O)=O)F)N[C@@H]1CN(CC1)C(=O)OC(C)(C)C